C(C)(C)(C)OC(=O)N1C=CC2=C(C(=CC(=C12)C)C)Br 4-bromo-5,7-dimethyl-1H-indole-1-carboxylic acid tert-butyl ester